N1=C(C=CC(=C1)[C@H](C(=O)NC1=NC=C(C(=C1)C1=CN=C2N1CC(C2)(C)C)Cl)C)C=2C=NC=CC2 (R)-([2,3'-bipyridine]-5-yl)-N-(5-chloro-4-(6,6-dimethyl-6,7-dihydro-5H-pyrrolo[1,2-a]imidazol-3-yl)pyridinyl)Propionamide